(4-(1-(3-(2-((5,6-difluoro-2,3-dihydro-1H-inden-2-yl)amino)pyrimidine-5-yl)propanoyl)pyrrolidin-3-yl)-1H-1,2,3-triazol-1-yl)methyl pivalate C(C(C)(C)C)(=O)OCN1N=NC(=C1)C1CN(CC1)C(CCC=1C=NC(=NC1)NC1CC2=CC(=C(C=C2C1)F)F)=O